ClC1=C(C=CC(=C1)OCCN1CCN(CC1)C)C=1N(C2=NC=NC(=C2N1)OC1(CC1)C)CC1=CC=NC=C1 8-(2-chloro-4-(2-(4-methylpiperazin-1-yl)ethoxy)phenyl)-6-(1-methylcyclopropoxy)-9-(pyridin-4-ylmethyl)-9H-purine